C(C)(C)(C)CC(C(=O)OCCOCCOCCOC(C(CC(C)(C)C)CC1=CC=C(C(=C1)C)O)=O)CC1=CC=C(C(=C1)C)O triethylene glycol bis(3-tert-butyl-(5-methyl-4-hydroxybenzyl) propionate)